C(\C=C\C1=CC=C(C=C1)O)(=O)N[C@@H](CC(=O)O)C(=O)O p-Coumaroyl-aspartic acid